N-allyl-N-(2-benzoylphenyl)acrylamide C(C=C)N(C(C=C)=O)C1=C(C=CC=C1)C(C1=CC=CC=C1)=O